5-((6-(4-(4-(8-(3,5-difluoro-4-(morpholinomethyl)phenyl)quinoxalin-2-yl)-1H-pyrazol-1-yl)piperidin-1-yl)-6-oxohexyl)amino)-2-(2,6-dioxopiperidin-3-yl)isoindoline-1,3-dione FC=1C=C(C=C(C1CN1CCOCC1)F)C=1C=CC=C2N=CC(=NC12)C=1C=NN(C1)C1CCN(CC1)C(CCCCCNC=1C=C2C(N(C(C2=CC1)=O)C1C(NC(CC1)=O)=O)=O)=O